BrC=1C=C(C(=O)O)C=C(C1)S(=O)(=O)C1=CC(=CC(=C1)C(F)(F)F)Br 3-bromo-5-((3-bromo-5-(trifluoromethyl)phenyl)sulfonyl)benzoic acid